C(C)(C)(C)OC(=O)NCCOCC(=O)O 2-(2-((t-butoxycarbonyl)amino)ethoxy)acetic acid